N-[[6-(2,4,6-Trifluorophenoxy)-2-pyridyl]sulfonyl]-2-(2,2,4-trimethylpyrrolidin-1-yl)pyridin-3-carboxamid FC1=C(OC2=CC=CC(=N2)S(=O)(=O)NC(=O)C=2C(=NC=CC2)N2C(CC(C2)C)(C)C)C(=CC(=C1)F)F